(S)-4-(3-((tert-Butoxycarbonyl)amino)-3-methylpyrrolidin-1-yl)-5-formylnicotinic acid methyl ester COC(C1=CN=CC(=C1N1C[C@@](CC1)(C)NC(=O)OC(C)(C)C)C=O)=O